O(S(=O)(=O)C(F)(F)F)C=1N(N=C2[C@@H](N(CCC21)C(=O)C=2C=C1C=CC=NC1=CC2)C)C (S)-2,7-dimethyl-6-(quinoline-6-carbonyl)-4,5,6,7-tetrahydro-2H-pyrazolo[3,4-c]Pyridin-3-yl triflate